1-(4-(4-aminophenyl)-3,6-dihydropyridin-1(2H)-yl)ethan-1-one NC1=CC=C(C=C1)C=1CCN(CC1)C(C)=O